1-[2,4-bis(trifluoromethyl)phenyl]-N-[(3R)-1-(propan-2-yl)piperidin-3-yl]pyrrolo[1,2-d][1,2,4]triazin-4-amine FC(C1=C(C=CC(=C1)C(F)(F)F)C=1C=2N(C(=NN1)N[C@H]1CN(CCC1)C(C)C)C=CC2)(F)F